C(C=C)S(=O)(=O)NC1=C(C=C(C=C1)C1=C2C(=NC(=C1)NC(=O)C1CC1)NC=C2)F N-(4-(4-(allylsulfonylamino)-3-fluorophenyl)-1H-pyrrolo[2,3-b]pyridin-6-yl)cyclopropylcarboxamide